C(CCC)[P+](CCCC)(CCCC)CCCC.S(=O)(=O)([O-])C=1C=C(C=C(C(=O)[O-])C1)C(=O)[O-].C(CCC)[P+](CCCC)(CCCC)CCCC.C(CCC)[P+](CCCC)(CCCC)CCCC 5-sulfoisophthalic acid tetrabutylphosphonium salt